COC=1C=C(C=CC1[N+](=O)[O-])C(=O)N1CC(CCC1)CC#C (3-methoxy-4-nitrophenyl)(3-(prop-2-yn-1-yl)piperidin-1-yl)methanone